C(C)[C@@H]1CC(OC=2CCCC(C12)=O)C (4R)-4-ethyl-2-methyl-2,3,4,6,7,8-hexahydro-5H-chromen-5-one